2-Bromo-N-(2,6-dimethylphenyl)acrylamide tert-butyl-(S)-3-((2-chloro-4-(N-(2,4-dimethoxybenzyl)-N-(thiazol-2-yl)sulfamoyl)phenyl)amino)pyrrolidine-1-carboxylate C(C)(C)(C)OC(=O)N1C[C@H](CC1)NC1=C(C=C(C=C1)S(N(C=1SC=CN1)CC1=C(C=C(C=C1)OC)OC)(=O)=O)Cl.BrC(C(=O)NC1=C(C=CC=C1C)C)=C